COC[C@H](O)C1=CC=2C(=NC(=CC2)C2=CC=3C(N=C2)=NN(C3)C)S1 (1S)-2-methoxy-1-(6-(2-methyl-2H-pyrazolo[3,4-b]pyridin-5-yl)thieno[2,3-b]pyridin-2-yl)ethanol